C[Si](C=1N=NN(C1)CCCCC1=CC=C(C=C1)O)(C)C 4-(4-(4-(trimethylsilyl)-1H-1,2,3-triazol-1-yl)butyl)phenol